S1N=CC=C1CN1[C@H]2CC(C[C@@H]1CC2)NC(=O)C2=CC=C1C=CNC1=C2 N-((1R,3s,5S)-8-(isothiazol-5-ylmethyl)-8-azabicyclo[3.2.1]oct-3-yl)-1H-indole-6-carboxamide